ClC1=C(C(=CC(=C1)Cl)O)SC1=NC=NC=N1 2,4-dichloro-6-hydroxyphenylthio-1,3,5-triazine